CC1NCC(NC1)C 2,5-Dimethylpiperazin